ClC=1C(=CC2=C(C[C@](O2)(C2=CC=CC=C2)CNC2CCC(CC2)(C)O)C1C1=C(C(=NC=C1C(=O)N)OC)F)F 4-((2S,4S)-5-chloro-6-fluoro-2-((((trans)-4-hydroxy-4-methylcyclohexyl)amino)methyl)-2-phenyl-2,3-dihydrobenzofuran-4-yl)-5-fluoro-6-methoxynicotinamide